COC=1C=NN(C1C(=O)NC(C)C1=CC=C(C=C1)NC(OCC1=CC=C(C=C1)Cl)=O)C 4-chlorobenzyl (4-(1-(4-methoxy-1-methyl-1H-pyrazole-5-carboxamido)ethyl)phenyl)carbamate